(R)-3-(1-(1-(2,4-dichlorobenzyl)-4-methyl-1H-benzo[d][1,2,3]triazol-6-yl)azetidin-3-yl)-1-methylcyclobutane-1-carboxylic acid ClC1=C(CN2N=NC3=C2C=C(C=C3C)N3CC(C3)C3CC(C3)(C(=O)O)C)C=CC(=C1)Cl